N-amino-2-aminopropyl-silane NNC(C[SiH3])C